CC1=NC=2N(C(=C1)ONC1=CC=CC=C1)N=CC2 ((5-methylpyrazolo[1,5-a]pyrimidin-7-yl)oxy)aniline